CC(=O)N[C@@H]1[C@H]([C@H]([C@H](O[C@H]1O[C@@H]2[C@H](O[C@@H]([C@@H]([C@H]2O)O)O[C@H]3[C@H](O[C@H]([C@@H]([C@H]3O[C@H]4[C@@H]([C@H]([C@@H]([C@H](O4)CO)O)O)O)NC(=O)C)O[C@H]5[C@@H]([C@H](O[C@@H]([C@H]5O)O)CO)O)CO)CO)CO)O)O[C@H]6[C@@H]([C@H]([C@@H]([C@H](O6)CO)O)O)O The molecule is an amino hexasaccharide comprising beta-D-glucose, N-acetyl-beta-D-galactosamine, alpha-D-glucose, N-acetyl-beta-D-galactosamine and alpha-D-mannose residues in (1->3), (1->4), (1->4) and (1->3) sequence, to the N-acetyl-beta-D-galactosamine residue contiguous to the reducing-end mannose residue of which is also linked (1->3) a further beta-D-glucose residue.